FC1=CC(=C(C=C1)C1=NC=CC=C1OC1=NN(C(=C1)C#N)C)[C@@H](C)O (R)-3-((2-(4-fluoro-2-(1-hydroxyethyl)phenyl)pyridin-3-yl)oxy)-1-methyl-1H-pyrazole-5-carbonitrile